N'-hydroxy-7-(oxetan-2-ylmethyl)-7H-imidazo[4,5-c]pyridazine-3-carboximidamide ON=C(N)C1=CC2=C(N=N1)N(C=N2)CC2OCC2